2-[2-hydroxy-3-(acryloyloxymethyl)-5-methylphenyl]benzotriazole OC1=C(C=C(C=C1COC(C=C)=O)C)N1N=C2C(=N1)C=CC=C2